silver 1,5-cyclooctadiene C1=CCCC=CCC1.[Ag]